2-[1-[4-[[2,6-dioxo-3-piperidinyl]amino]-2,6-difluoro-phenyl]-4-hydroxy-4-piperidinyl]acetic acid hydrochloride salt Cl.O=C1NC(CCC1NC1=CC(=C(C(=C1)F)N1CCC(CC1)(O)CC(=O)O)F)=O